(2-amino-[1,2,4]triazolo[1,5-a]pyridin-7-yl)-N-(3-(4-chlorophenyl)-3-fluorobutyl)-2-fluoro-6-methylbenzamide NC1=NN2C(C=C(C=C2)C=2C(=C(C(=O)NCCC(C)(F)C3=CC=C(C=C3)Cl)C(=CC2)C)F)=N1